C(C)(C)(C)OC(=O)N1CC2(C1)C(NC(C2)=O)C(N[C@@H](CCCCCC(CC)=O)C=2OC(=NN2)C=2C(=NC1=CC=CC=C1C2)OC)=O tert-Butyl-5-(((S)-1-(5-(2-methoxychinolin-3-yl)-1,3,4-oxadiazol-2-yl)-7-oxononyl)carbamoyl)-7-oxo-2,6-diazaspiro[3.4]octan-2-carboxylat